Cyclobutylidenebis[2-(5-methyl-2-furyl)-4-(4-t-butylphenyl)-5,6-dimethyl-1-indenyl]zirconium dichloride [Cl-].[Cl-].C1(CCC1)=[Zr+2](C1C(=CC2=C(C(=C(C=C12)C)C)C1=CC=C(C=C1)C(C)(C)C)C=1OC(=CC1)C)C1C(=CC2=C(C(=C(C=C12)C)C)C1=CC=C(C=C1)C(C)(C)C)C=1OC(=CC1)C